C1C(CC12CCNCC2)S(=O)(=O)C2=CC(=C(NC1=NC=C(C(=N1)N1C[C@](CCC1)(O)C)C(F)(F)F)C=C2)C (3S)-1-[2-[4-(7-azaspiro[3.5]nonan-2-ylsulfonyl)-2-methyl-anilino]-5-(trifluoromethyl)pyrimidin-4-yl]-3-methyl-piperidin-3-ol